FC(C)(F)N1N=C(C=C1)C1(CCC=2C=NC=3N(C21)N=C(C3)F)C 8-(1-(1,1-difluoroethyl)-1H-pyrazol-3-yl)-2-fluoro-8-methyl-7,8-dihydro-6H-cyclopenta[e]pyrazolo[1,5-a]pyrimidine